BrC=1C=CC(=NC1)CNC1=C(C=NC2=NC(=CC=C12)OC)C(=O)OCC Ethyl 4-(((5-bromopyridin-2-yl)methyl)amino)-7-methoxy-1,8-naphthyridine-3-carboxylate